2-((9,10-dimethoxy-4-oxo-6,7-dihydro-4H-pyrimido[6,1-a]isoquinolin-2-yl)(methanesulfonamido)propyl)-1H-1,2,3-triazole-5-carboxamide COC=1C=C2CCN3C(C2=CC1OC)=CC(=NC3=O)C(CCN3NC(=CN3)C(=O)N)NS(=O)(=O)C